4-(phenylethynyl)aniline C1(=CC=CC=C1)C#CC1=CC=C(N)C=C1